(4-chlorophenyl)-N-(piperidin-3-ylmethyl)-2-(pyridin-3-yl)pyrimidin-4-amine ClC1=CC=C(C=C1)C=1C(=NC(=NC1)C=1C=NC=CC1)NCC1CNCCC1